FC1=CC=C(C=C1)[C@H]1C2=C(N(C([C@H]1NC(C1=CC(=CC=C1)C(F)(F)F)=O)=O)C)N(N=C2C)C2=CC=CC=C2 N-[(4S,5S)-4-(4-fluorophenyl)-3,7-dimethyl-6-oxo-1-phenyl-1H,4H,5H,6H,7H-pyrazolo[3,4-b]pyridin-5-yl]-3-(trifluoromethyl)benzamide